O1CC(C1)S(=O)(=O)C1=NC=CC(=C1)C(=O)OC methyl 2-(oxetan-3-ylsulfonyl)pyridine-4-carboxylate